trans-4-(Cyclobutanecarboxamido)-N-(3-(1-cyclopropyl-1H-pyrazol-4-yl)phenyl)-N-((trans-4-(4-methoxy-3-methylphenyl)cyclohexyl)methyl)cyclohexanecarboxamide C1(CCC1)C(=O)N[C@@H]1CC[C@H](CC1)C(=O)N(C[C@@H]1CC[C@H](CC1)C1=CC(=C(C=C1)OC)C)C1=CC(=CC=C1)C=1C=NN(C1)C1CC1